tert-butyl 4-[dideuterio(hydroxy)methyl]piperidine-1-carboxylate [2H]C(C1CCN(CC1)C(=O)OC(C)(C)C)(O)[2H]